2-(3,6-dihydro-2H-pyran-4-yl)-1-((2-(trimethylsilyl)ethoxy)methyl)-1H-pyrrolo[2,3-b]pyridine-5-carbonitrile O1CCC(=CC1)C1=CC=2C(=NC=C(C2)C#N)N1COCC[Si](C)(C)C